tert-butyl(4-(methoxy(methyl)carbamoyl)phenyl)carbamate C(C)(C)(C)OC(NC1=CC=C(C=C1)C(N(C)OC)=O)=O